C(C1=CC=CC=C1)N1C(CCC1)=O N-benzyl-pyrrolidone